C(C1=CC=CC=C1)OC1CC(C1)N1CCN(CC1)C(=O)OC(C)(C)C Tert-butyl 4-(3-benzyloxycyclobutyl)piperazine-1-carboxylate